3-tert-butyl-1-{1-[(1S)-1-[5-(1,3-dioxolan-2-yl)-2-fluorophenyl]ethyl]-2-oxoquinoxalin-6-yl}urea C(C)(C)(C)NC(NC=1C=C2N=CC(N(C2=CC1)[C@@H](C)C1=C(C=CC(=C1)C1OCCO1)F)=O)=O